C(#N)C1(CC1)NC(=O)[C@H]1N(C[C@@H](C1)S(=O)(=O)C1=C(C=C(C=C1)C1=C(N=C(S1)C)C)C)C(=O)C1(CC1)C(F)(F)F (2S,4R)-N-(1-Cyanocyclopropyl)-4-(4-(2,4-Dimethylthiazol-5-yl)-2-Methylphenylsulfonyl)-1-(1-(trifluoromethyl)cyclopropanecarbonyl)pyrrolidine-2-carboxamide